(2S)-2-[(4R)-2-oxo-4-propylpyrrolidin-1-yl]Butanamide O=C1N(C[C@@H](C1)CCC)[C@H](C(=O)N)CC